COC=1C=C2CCN(CC2=CC1OC)C(/C=C/C1=CC=C(OCCCC(=O)NO)C=C1)=O (E)-4-(4-(3-(6,7-dimethoxy-3,4-dihydroisoquinolin-2(1H)-yl)-3-oxoprop-1-en-1-yl)phenoxy)-N-hydroxybutyramide